5-bromo-7-chloroisobenzofuran-1(3H)-one BrC=1C=C2COC(C2=C(C1)Cl)=O